(5-(6-(2,6-difluoro-3,5-dimethoxyphenyl)-4,5,6,7-tetrahydro-1H-indazol-3-yl)-1-methyl-1H-pyrazol-4-yl)acrylamide FC1=C(C(=C(C=C1OC)OC)F)C1CCC=2C(=NNC2C1)C1=C(C=NN1C)C(C(=O)N)=C